CC1=NN(C(=C1)C)C=1C=C(C=CC1)[C@H](CC(=O)OC)CN1CC2(CN(C2)CC2=NC=3NCCCC3C=C2)C(C1)F methyl (3S)-3-(3-(3,5-dimethyl-1H-pyrazol-1-yl)phenyl)-4-(8-fluoro-2-((5,6,7,8-tetrahydro-1,8-naphthyridin-2-yl)methyl)-2,6-diazaspiro[3.4]octan-6-yl)butanoate